stearyl-trimethylammonium chloride [Cl-].C(CCCCCCCCCCCCCCCCC)[N+](C)(C)C